3-(2-(1H-indole-2-carbonyl)-1,2,3,4-tetrahydroisoquinolin-7-yl)-3-(1-ethyl-4-methyl-1H-benzo[d][1,2,3]triazol-5-yl)propanoic acid N1C(=CC2=CC=CC=C12)C(=O)N1CC2=CC(=CC=C2CC1)C(CC(=O)O)C1=C(C2=C(N(N=N2)CC)C=C1)C